FC1=CC=C2C[C@H](NCC2=C1)C(=O)OC methyl (S)-7-fluoro-1,2,3,4-tetrahydroisoquinoline-3-carboxylate